7-bromo-4-[4-(4-chlorophenoxy)piperidin-1-yl]-1-methyl-2-oxo-1,2-dihydroquinoline-3-carbonitrile BrC1=CC=C2C(=C(C(N(C2=C1)C)=O)C#N)N1CCC(CC1)OC1=CC=C(C=C1)Cl